ClC=1C=C2C(=NC(=NC2=C(C1C1=CC=C(C=2SC(=C(C21)C#N)NC(OC(C)(C)C)=O)F)F)OC[C@]21CCCN1C[C@@H](C2)F)O tert-butyl (4-((S)-6-chloro-8-fluoro-2-(((2R,7aS)-2-fluorotetrahydro-1H-pyrrolizin-7a(5H)-yl)methoxy)-4-hydroxyquinazolin-7-yl)-3-cyano-7-fluorobenzo[b]thiophen-2-yl)carbamate